N-[3-[2-[5-[(3R)-3-aminopiperidine-1-carbonyl]-7-methoxy-1-methyl-benzimidazol-2-yl]-1,9-diazatricyclo[6.3.1.04,12]dodeca-2,4(12),5,7-tetraen-9-yl]cyclobutyl]acetamide N[C@H]1CN(CCC1)C(=O)C1=CC2=C(N(C(=N2)C=2N3CCN(C4=CC=CC(C2)=C34)C3CC(C3)NC(C)=O)C)C(=C1)OC